cyclobutylpyruvic acid C1(CCC1)CC(C(=O)O)=O